IC1=C(OCCSCC2=NNC(N2)=S)C(=CC=C1)I 3-[(2,6-Diiodophenoxyethylsulfanyl)methyl]-1H-1,2,4-triazole-5(4H)-thione